3-(2-(allyl (methyl) amino) ethyl)-1H-indol-5-yl isobutyrate C(C(C)C)(=O)OC=1C=C2C(=CNC2=CC1)CCN(C)CC=C